1-(5-bromopyridin-3-yl)ethan-1-one tert-butyl-(3R)-3-[(5-ethoxycarbonyl-2-pyridyl)methylcarbamoyl]morpholine-4-carboxylate C(C)(C)(C)OC(=O)N1[C@H](COCC1)C(NCC1=NC=C(C=C1)C(=O)OCC)=O.BrC=1C=C(C=NC1)C(C)=O